zinc sulphate hydroxide [OH-].S(=O)(=O)([O-])O.[Zn+2]